C(C)N(C(C1=C(C=CC=C1)F)=O)C=1C=C2CCN(C2=CC1)CC=1N=CNC1 N-ethyl-2-fluoro-N-[1-(1H-imidazol-4-ylmethyl)-2,3-dihydro-1H-indol-5-yl]benzamide